5-amino-2-(3-aminophenyl)-1H-benzimidazole NC1=CC2=C(NC(=N2)C2=CC(=CC=C2)N)C=C1